dioxo-3-oxa-2,6,9-triazadodec-11-enoate O=C(C(ONC(=O)[O-])=O)NCCNCC=C